C1(=C(C=CC=C1)C1=C(C=CC=C1)[I+]C(C)C)C Tolylisopropylphenyliodonium